C(C)(C)OC(CCCCCCCCCCC)=O Iso-Propyllaurat